6-amino-5-(1-(3-cyanobenzyl)-1H-pyrazol-4-yl)pyrimidin NC1=C(C=NC=N1)C=1C=NN(C1)CC1=CC(=CC=C1)C#N